2-[2-(3-Cyclopropyl-1H-1,2,4-triazol-1-yl)-5-(ethylsulfonyl)-1-methyl-1H-imidazol-4-yl]-6,6,7,7-tetrafluoro-1-methyl-6,7-dihydro-1H-[1,4]dioxino[2,3-f]benzimidazol C1(CC1)C1=NN(C=N1)C=1N(C(=C(N1)C1=NC2=C(N1C)C=C1C(=C2)OC(C(O1)(F)F)(F)F)S(=O)(=O)CC)C